(3R,4S)-3-amino-4-(3-boronopropyl)-1-(N-(cyclopropylmethyl)-N-(piperidin-4-yl)sulfamoyl)pyrrolidine-3-carboxylic acid, 2,2,2-trifluoroacetic acid salt FC(C(=O)O)(F)F.N[C@]1(CN(C[C@@H]1CCCB(O)O)S(N(C1CCNCC1)CC1CC1)(=O)=O)C(=O)O